ClC=1SC(=CC1CN)Cl 1-(2,5-dichlorothiophen-3-yl)methanamine